3-oxo-N-[2-(3-{spiro[3.3]heptane-2-amido}cyclopentyl)ethyl]-2H,3H-[1,2,4]triazolo[4,3-a]pyridine-8-carboxamide O=C1NN=C2N1C=CC=C2C(=O)NCCC2CC(CC2)NC(=O)C2CC1(C2)CCC1